sodium silicate-ammonium salt [NH4+].[Si]([O-])([O-])(O)O.[Na+]